NC(C(CCC(=O)OC(C)(C)C)N1C(C2=C(C(=CC=C2C1)COC(NC1=CC=C(C=C1)OC1=CC(=C(C=C1)F)F)=O)OC1CCC(CC1)O[Si](C)(C)C(C)(C)C)=O)=O tert-butyl 5-amino-4-(7-(((1S,4S)-4-((tert-butyldimethylsilyl)oxy)cyclohexyl)oxy)-6-((((4-(3,4-difluorophenoxy)phenyl)carbamoyl)oxy)methyl)-1-oxoisoindolin-2-yl)-5-oxopentanoate